4-chloro-3-((dimethylamino)methylene)-2-methylcyclohexa-1,4-diene-1-carboxylic acid ethyl ester C(C)OC(=O)C1=C(C(C(=CC1)Cl)=CN(C)C)C